2-(6-(((1S,3S)-3-((6-ethyl-1,2,4-triazin-3-yl)amino)cyclopentyl)amino)pyridin-3-yl)pyridazin-3(2H)-one C(C)C1=CN=C(N=N1)N[C@@H]1C[C@H](CC1)NC1=CC=C(C=N1)N1N=CC=CC1=O